butyl 1-(tetrahydro-2H-pyran-2-yl)-4-(1-(m-tolyl)-1,2,3,6-tetrahydropyridin-4-yl)-1H-indazole-5-carboxylate O1C(CCCC1)N1N=CC2=C(C(=CC=C12)C(=O)OCCCC)C=1CCN(CC1)C=1C=C(C=CC1)C